N-(4-chloro-1H-pyrrolo[2,3-b]pyridin-6-yl)cyclopropylcarboxamide ClC1=C2C(=NC(=C1)NC(=O)C1CC1)NC=C2